NCCOCCOCCOCCNC(CCN1C(C=CC1=O)=O)=O 1-[3-(2-{2-[2-(2-Aminoethoxy)ethoxy]ethoxy}ethylamino)-3-oxopropyl]-1H-pyrrole-2,5-dione